trimethyl-(2-hydroxypropyl)ammonium C[N+](CC(C)O)(C)C